(3aR,5s,6aS)-2-((4-(difluoromethoxy)phenyl)sulfonyl)octahydrocyclopenta[c]pyrrol-5-amine FC(OC1=CC=C(C=C1)S(=O)(=O)N1C[C@@H]2[C@H](C1)CC(C2)N)F